(2H-pyrazol-3-yl)-3-{[4-(3,4,5,6-tetrahydro-2H-pyran-2-yloxy)butyl]Oxy}benzene-1-carbonitrile N=1NC(=CC1)C1=C(C=CC=C1OCCCCOC1OCCCC1)C#N